OCC1=CC=C(C(=O)NC2=C(C=CC=C2)NC(OC(C)(C)C)=O)C=C1 tert-butyl (2-(4-(hydroxymethyl)benzamido)phenyl)carbamate